S1NC(C2=C1C=CC=C2)=O 1,2-benzoisothiazol-3-one